8-(2-hydroxy-2-methylpropionyl)-3-(6-methoxy-5-(1H-pyrazol-4-yl)pyridin-2-yl)-1-(3-methoxybenzyl)-1,3,8-triazaspiro[4.5]decan-2-one OC(C(=O)N1CCC2(CN(C(N2CC2=CC(=CC=C2)OC)=O)C2=NC(=C(C=C2)C=2C=NNC2)OC)CC1)(C)C